2-methoxyethyl-2,6-dihydro-7H-pyrazolo[4,3-d]pyrimidin-7-one COCCN1N=C2C(N=CNC2=O)=C1